ClC1=CC=C2C(=CC=C(N12)C=1C=NC=CC1SC1CCC1)C#N 1-((3-(3-chloro-8-cyanoindolizin-5-yl)pyridin-4-yl)thio)cyclobutane